BrC1=C2C(=NNC2=C(C=C1)C(F)(F)F)N 4-bromo-7-(trifluoromethyl)-1H-indazol-3-amine